(S)-4-(2-(4-(4-(2-(aminooxy)-3-(tert-butoxy)-3-oxopropoxy)phenyl)-1H-pyrazol-1-yl)ethyl)-4-methylmorpholine-4-ium iodide [I-].NO[C@@H](COC1=CC=C(C=C1)C=1C=NN(C1)CC[N+]1(CCOCC1)C)C(=O)OC(C)(C)C